C(#N)C=1C(=NC(=C(C1CC)C#N)N1C[C@H](CC1)O)S[C@H](C(=O)N)C1=CC=CC=C1 (S)-2-((3,5-dicyano-4-ethyl-6-((S)-3-hydroxypyrrolidin-1-yl)pyridin-2-yl)sulfanyl)-2-phenylacetamide